(S)-tert-butyl (4-(8-((5-bromopentyl)oxy)-7-methoxy-5-oxo-5,10,11,11a-tetrahydro-1H-benzo[e]pyrrolo[1,2-a][1,4]diazepin-2-yl)phenyl)carbamate BrCCCCCOC=1C(=CC2=C(NC[C@H]3N(C2=O)C=C(C3)C3=CC=C(C=C3)NC(OC(C)(C)C)=O)C1)OC